((1-fluorocyclopropyl)methyl)-3-methyl-1,2,3,4-tetrahydroisoquinolin-6-ol FC1(CC1)CC1NC(CC2=CC(=CC=C12)O)C